(S)-tert-butyl 3-(hydroxymethyl)pyrroline-1-carboxylate OCC1=CN(CC1)C(=O)OC(C)(C)C